2-((4-Amino-3-(3-hydroxyphenyl)-1H-pyrazolo[3,4-d]pyrimidin-1-yl)methyl)-3-(4-chlorobenzyl)-5-ethynylquinazolin-4(3H)-one NC1=C2C(=NC=N1)N(N=C2C2=CC(=CC=C2)O)CC2=NC1=CC=CC(=C1C(N2CC2=CC=C(C=C2)Cl)=O)C#C